4-methyl-3-((1-(pyrazolo[1,5-a]pyridin-3-yl)azetidin-3-yl)oxy)-N-(5-(trifluoromethyl)pyridin-3-yl)benzamide CC1=C(C=C(C(=O)NC=2C=NC=C(C2)C(F)(F)F)C=C1)OC1CN(C1)C=1C=NN2C1C=CC=C2